1-p-toluenesulfonyl-3-(5-bromopentyl)-indole CC1=CC=C(C=C1)S(=O)(=O)N1C=C(C2=CC=CC=C12)CCCCCBr